methyl (2S)-1-{[2-(2-methylbiphenyl-3-yl)-1,3-benzothiazol-5-yl]methyl}piperidine-2-carboxylate CC1=C(C=CC=C1C=1SC2=C(N1)C=C(C=C2)CN2[C@@H](CCCC2)C(=O)OC)C2=CC=CC=C2